Cl.Cl.N[C@H](C(=O)OCC1=CC(=NC(=C1)Cl)Cl)CC1=CC(=CC=C1)C(NCCN)=O (2,6-Dichloropyridin-4-yl)methyl (S)-2-amino-3-(3-((2-aminoethyl)carbamoyl)phenyl)propanoate dihydrochloride